C(C)C1(COC1)COCC(C(C(C(COCC1(COC1)CC)(F)F)(F)F)(F)F)(F)F 1,6-bis[(3-ethyloxetan-3-yl)methoxy]2,2,3,3,4,4,5,5-octafluorohexane